COC(C1=CC=CC(=N1)B(O)O)OC 6-(dimethoxymethyl)pyridin-2-ylboronic acid